O1COC2=C1C=CC(=C2)N(C2CCNCC2)C2=CC1=C(OCO1)C=C2 N,N-bis(benzo[d][1,3]dioxol-5-yl)piperidin-4-amine